BrC=1C=C2CCN(C2=C(C1)C#N)CCCOC(C)=O 5-bromo-7-cyano-1-(3-acetoxypropyl)indoline